methyl-4-[(1-methylcyclopropyl)amino]-N-(2-phenylpropan-2-yl)furo[2,3-d]pyrimidine-5-carboxamide CC=1N=C(C2=C(N1)OC=C2C(=O)NC(C)(C)C2=CC=CC=C2)NC2(CC2)C